2'-bromo-[1,1'-biphenyl]-2-amine BrC1=C(C=CC=C1)C=1C(=CC=CC1)N